(3-(2-Aminoethoxy)propionylamino)-N-(4,5-dimethylthiazol-2-yl)benzamide NCCOCCC(=O)NC1=C(C(=O)NC=2SC(=C(N2)C)C)C=CC=C1